FC1=CC=C(C(=O)NC2(CC2)C2=CC=C(C=C2)C=2C=NC(=CC2CO)OC(C)C)C=C1 4-fluoro-N-(1-(4-(4-(hydroxymethyl)-6-isopropoxypyridin-3-yl)phenyl)cyclopropyl)benzamide